5-(4-fluorophenyl)-3,5-dihydrofuro[3,2-c]pyridin-6(2H)-one FC1=CC=C(C=C1)N1C=C2C(=CC1=O)OCC2